ClC=1C=C(C(=NC1OC1=C(C=CC=C1)O)N1C(N(C(=CC1=O)C(F)(F)F)C)=O)F 3-[5-chloro-3-fluoro-6-(2-hydroxyphenoxy)-2-pyridinyl]-1-methyl-6-trifluoromethyl-pyrimidine-2,4-dione